CN1C=2C(CCC1=O)=CNN2 7-Methyl-2,4,5,7-tetrahydro-6H-pyrazolo[3,4-b]pyridin-6-one